FC1([C@H](C2=C(C=CC(=C2C1)C1CCC(C=2C=C(C=C(C12)C#N)F)F)C(C)(C)O)O)F 8-[(1s)-2,2-difluoro-1-hydroxy-7-(2-hydroxypropan-2-yl)-1,3-dihydroinden-4-yl]-3,5-difluoro-5,6,7,8-tetrahydronaphthalene-1-carbonitrile